(R)-N-(5-(5-ethyl-1,2,4-oxadiazol-3-yl)-2,3-dihydro-1H-inden-1-yl)acetamide-2,2,2-d3 C(C)C1=NC(=NO1)C=1C=C2CC[C@H](C2=CC1)NC(C([2H])([2H])[2H])=O